C1(CCCCC1)P(C1=C(C=C(C=C1C(C)C)C(C)C)C(C)C)C1CCCCC1 dicyclohexyl-[2,4,6-tris(propan-2-yl)phenyl]phosphane